trans-N1-(5-(2-methyl-1-(tetrahydro-2H-pyran-4-yl)-1H-imidazo[4,5-b]pyridin-6-yl)pyrrolo[2,1-f][1,2,4]triazin-2-yl)cyclohexane-1,4-diamine CC=1N(C=2C(=NC=C(C2)C=2C=CN3N=C(N=CC32)N[C@@H]3CC[C@H](CC3)N)N1)C1CCOCC1